(3-(2-(4-(1-(cyclopropanecarbonyl) indol-5-yl)-5-methylthiazol-2-ylamino)-2-oxoethyl) phenoxy) pentylcarbamate C(CCCC)NC(OOC1=CC(=CC=C1)CC(=O)NC=1SC(=C(N1)C=1C=C2C=CN(C2=CC1)C(=O)C1CC1)C)=O